Cl.N1=C(N=C(C=C1)C1=CC=C(C=C1)CNCCCNCCCNCCC(C)C)C1=CC=C(C=C1)CNCCCNCCCNCCC(C)C N1,N1'-((pyrimidine-2,4-diylbis(4,1-phenylene))bis(methylene))bis(N3-(3-(isopentylamino)propyl)propane-1,3-diamine), hydrochloride salt